O=C1NC(CCC1C=1C=CC(=NC1)N1CCC(CC1)C(=O)N1CCN(CC1)C(=O)OC(C)(C)C)=O tert-butyl 4-{1-[5-(2,6-dioxopiperidin-3-yl)pyridin-2-yl]piperidine-4-carbonyl}piperazine-1-carboxylate